C(C)OC(=O)C1CCC(CC1)NC1=NC=NC(=C1[N+](=O)[O-])N(CC1=CC=C(C=C1)OC)CC1=CC=C(C=C1)OC (1R,4R)-4-((6-(bis(4-methoxybenzyl)amino)-5-nitropyrimidin-4-yl)amino)cyclohexane-1-carboxylic acid ethyl ester